2-[3-[(trans)-2-[5-(pyrrolidin-1-ylmethyl)-2-Methyl pyridyl]vinyl]-1-tetrahydropyran-2-ylindazol-6-yl]oxybenzoate N1(CCCC1)CC=1C=C(C(=NC1)C)/C=C/C1=NN(C2=CC(=CC=C12)OC1=C(C(=O)[O-])C=CC=C1)C1OCCCC1